FC(C=1C=C(C=C(C1)C(F)(F)F)C(C(=O)N(C)C=1C=NC(=CC1C1=C(C=C(C=C1)F)C)SCCO)(C)C)(F)F 2-(3,5-bis-trifluoromethyl-phenyl)-N-[4-(4-fluoro-2-methyl-phenyl)-6-(2-hydroxy-ethylsulfanyl)-pyridin-3-yl]-N-methyl-isobutyramide